CC1=NC(=C(C2=C1CC(C2)CNCCC2CN(C(O2)=O)C=2C=CC=1OCC(NC1N2)=O)C)OCC(=O)NC 2-[[1,4-dimethyl-6-[[2-[2-oxo-3-(3-oxo-4H-pyrido[3,2-b][1,4]oxazin-6-yl)-1,3-oxazolidin-5-yl]ethylamino]methyl]-6,7-dihydro-5H-cyclopenta[c]pyridin-3-yl]oxy]-N-methylacetamide